3-(bromomethyl)-4-methylisoxazole BrCC1=NOC=C1C